5-[(1S)-1-(3,5-dichloropyridazin-4-yl)ethoxy]-3-iodo-1-tetrahydropyran-2-yl-indazole ClC=1N=NC=C(C1[C@H](C)OC=1C=C2C(=NN(C2=CC1)C1OCCCC1)I)Cl